FC(F)(F)C=1C(=C(C=CC1O)C1=CC=C(C=C1)O)C(F)(F)F bis(trifluoromethyl)-4,4'-dihydroxybiphenyl